methyl-bis(trimethylsilyl)vinylsilane C[SiH2]C=C([Si](C)(C)C)[Si](C)(C)C